tert-butyl (1R,5R)-6-(6-(8-ethynyl-3-(methoxymethoxy)naphthalen-1-yl)-7-fluoroisothiazolo[4,3-c]pyridin-3-yl)-2,6-diazabicyclo[3.2.0]heptane-2-carboxylate C(#C)C=1C=CC=C2C=C(C=C(C12)C1=C(C=2C(C=N1)=C(SN2)N2[C@@H]1CCN([C@@H]1C2)C(=O)OC(C)(C)C)F)OCOC